(3-chloropropyl)(methyl)carbamic acid tert-butyl ester C(C)(C)(C)OC(N(C)CCCCl)=O